1-lauryl-4-methylpyridinium C(CCCCCCCCCCC)[N+]1=CC=C(C=C1)C